4-{1-[(1R)-1-(4-chlorophenyl)-7-fluoro-1-({1-[hydroxy(2H2)methyl]cyclopropyl}(2H2)methoxy)-5-(2-hydroxypropan-2-yl)-3-oxo-2,3-dihydro-1H-isoindol-2-yl]methyl}benzonitrile ClC1=CC=C(C=C1)[C@@]1(N(C(C2=CC(=CC(=C12)F)C(C)(C)O)=O)CC1=CC=C(C#N)C=C1)OC([2H])([2H])C1(CC1)C([2H])([2H])O